OC1=CC=C(C=C1)/C=C/C(=O)OC[C@@H]1O[C@@H]([C@H]([C@@H]([C@H]1O)O)O)OC1=CC=C(C=C1)\C=C\C(=O)C1=C(C=C(C=C1)O)O [(2S,3R,4R,5S,6R)-6-[4-[(E)-3-(2,4-Dihydroxyphenyl)-3-oxoprop-1-enyl]phenoxy]-3,4,5-trihydroxyoxan-2-yl]methyl (E)-3-(4-hydroxyphenyl)prop-2-enoate